COC=1C(=NC(=NC1NC1=CC=NC=C1)N1CCC(CC1)O)C1=CC(=CC=C1)C1=NN(C=C1)C 1-(5-methoxy-4-(3-(1-methyl-1H-pyrazol-3-yl)phenyl)-6-(pyridin-4-ylamino)pyrimidin-2-yl)piperidin-4-ol